4-(4-(6-chloropyridazin-4-yl)phenyl)piperazin ClC1=CC(=CN=N1)C1=CC=C(C=C1)N1CCNCC1